CC1(CCN(CC1)C(=O)C1=CC=C(C=C1)C1=NN2C(N=CC(=C2)C(C2=C(C=CC(=C2)[N+](=O)[O-])O)=O)=C1)C (4,4-dimethylpiperidin-1-yl){4-[6-(2-hydroxy-5-nitrobenzoyl)pyrazolo[1,5-a]pyrimidin-2-yl]phenyl}methanone